(Z)-oct-4-ene-1,8-dioic acid C(CC\C=C/CCC(=O)O)(=O)O